4-isopropyl-6-sec-butyl-m-phenylenediamine C(C)(C)C1=C(C=C(C(=C1)C(C)CC)N)N